C(#N)C(C(=O)OCC(CCCC)CC)=C(C1=CC=CC=C1)C1=CC=C(C=C1)OC 2-ethylhexyl 2-cyano-3-(4-methoxyphenyl)-3-phenylpropenoate